FC1=CC=C2C(=NC(=NC2=C1)NC=1N=CN(C1)C1=CC(=C(C(=C1)OC)OC)OC)N1[C@@H](CCC1)CO (S)-(1-(7-fluoro-2-((1-(3,4,5-trimethoxyphenyl)-1H-imidazol-4-yl)amino)quinazolin-4-yl)pyrrolidin-2-yl)methanol